C(C)O[Zr]OCC diethoxyzirconium